2-fluoro-7-iodo-5-trityl-5H-pyrrolo[2,3-b]pyrazine FC=1N=C2C(=NC1)N(C=C2I)C(C2=CC=CC=C2)(C2=CC=CC=C2)C2=CC=CC=C2